CC1=CC=C(CNCCNCC2=CC=C(C=C2)C)C=C1 N,N'-di(4-methylbenzyl)-1,2-ethanediamine